N-(4-hydroxyphenyl)arachidonic acid amide OC1=CC=C(C=C1)NC(CCC\C=C/C\C=C/C\C=C/C\C=C/CCCCC)=O